FC1=CC=C(C=C1)NC(C(CCCC)NC(OC(C)(C)C)=O)=O tert-Butyl (1-((4-fluorophenyl)amino)-1-oxohexan-2-yl)carbamate